(R)-5-(2-((1-(2-(4,4-dimethylpiperidin-1-yl)-6-methyl-4-oxo-4H-chromen-8-yl)ethyl)amino)phenyl)-1,3,4-oxadiazol-2(3H)-one CC1(CCN(CC1)C=1OC2=C(C=C(C=C2C(C1)=O)C)[C@@H](C)NC1=C(C=CC=C1)C1=NNC(O1)=O)C